(2-ethylhexanoylperoxy)-hexane C(C)C(C(=O)OOCCCCCC)CCCC